O=C1NC(CCC1N1C(C2=CC(=C(C=C2C1)C(=O)N[C@@H](C(F)(F)F)C1=C(C=CC=C1)F)F)=O)=O 2-(2,6-dioxopiperidin-3-yl)-6-fluoro-1-oxo-N-((R)-2,2,2-trifluoro-1-(2-fluorophenyl)ethyl)isoindoline-5-carboxamide